1-{2-(benzylsulfanyl)-6-[(3S)-3-(dimethylamino)piperidin-1-yl]phenyl}ethan-1-one C(C1=CC=CC=C1)SC1=C(C(=CC=C1)N1C[C@H](CCC1)N(C)C)C(C)=O